The molecule is a polyprenyl glycosyl diphosphate having eleven prenyl units and with 4-O-[1-D-ribitylphosphono-(2R)-1-glycerylphosphono]-N-acetyl-beta-D-mannosaminyl-(1->4)-N-acetyl-alpha-D-glucosaminyl as the glycosyl component. It is a conjugate acid of a 4-O-[1-D-ribitylphosphonato-(2R)-1-glycerylphosphonato]-N-acetyl-beta-D-mannosaminyl-(1->4)-N-acetyl-alpha-D-glucosaminyl ditrans,octacis-undecaprenyl diphosphate(4-). CC(=CCC/C(=C/CC/C(=C/CC/C(=C\\CC/C(=C\\CC/C(=C\\CC/C(=C\\CC/C(=C\\CC/C(=C\\CC/C(=C\\CC/C(=C\\COP(=O)(O)OP(=O)(O)O[C@@H]1[C@@H]([C@H]([C@@H]([C@H](O1)CO)O[C@H]2[C@@H]([C@H]([C@@H]([C@H](O2)CO)OP(=O)(O)OC[C@@H](COP(=O)(O)OC[C@@H]([C@@H]([C@@H](CO)O)O)O)O)O)NC(=O)C)O)NC(=O)C)/C)/C)/C)/C)/C)/C)/C)/C)/C)/C)C